N-((S)-(3-(chloromethyl)-2-(((3R,5R)-2-oxo-5-(trifluoromethyl)piperidin-3-yl)methyl)imidazo[1,2-b][1,2,4]triazin-6-yl)(4,4-difluorocyclohexyl)methyl)-1-ethyl-1H-pyrazole-5-carboxamide ClCC1=NC=2N(N=C1C[C@@H]1C(NC[C@@H](C1)C(F)(F)F)=O)C=C(N2)[C@@H](NC(=O)C2=CC=NN2CC)C2CCC(CC2)(F)F